sodium chloride potassium chloride [Cl-].[K+].[Cl-].[Na+]